4-Bromo-1-ethyl-6-fluoro-5-methylindolin-2-one BrC1=C2CC(N(C2=CC(=C1C)F)CC)=O